[1,4]oxazin-2-ium tetrafluoroborate F[B-](F)(F)F.O1[CH3+]C=NC=C1